N-[4-(9-phenyl-9H-carbazol-3-yl)phenyl]-N-[4-(1-naphthyl)phenyl]-9,9'-spirobi[9H-fluoren]-2-amine C1(=CC=CC=C1)N1C2=CC=CC=C2C=2C=C(C=CC12)C1=CC=C(C=C1)N(C1=CC=2C3(C4=CC=CC=C4C2C=C1)C1=CC=CC=C1C=1C=CC=CC13)C1=CC=C(C=C1)C1=CC=CC3=CC=CC=C13